(5-amino-2-(2,4-difluorophenoxy)phenyl)-3-methylbenzo[d]thiazol-2(3H)-one NC=1C=CC(=C(C1)C1=CC=CC2=C1N(C(S2)=O)C)OC2=C(C=C(C=C2)F)F